tetrahydro-2H-spiro[furan-3,8'-pyrano[3,4-b]pyridine] N1C2=C(CCC1)C=COC21COC=C1